8-(5-(6-(2-aminopyridin-4-yl)quinazolin-4-yl)-3-fluoropyridin-2-yl)-2,8-diazaspiro[4.5]decan-1-one NC1=NC=CC(=C1)C=1C=C2C(=NC=NC2=CC1)C=1C=C(C(=NC1)N1CCC2(CCNC2=O)CC1)F